(R)-N-methyl-7-(1-(trifluoro-methyl)-1H-pyrazol-4-yl)-chroman-4-amine CN[C@@H]1CCOC2=CC(=CC=C12)C=1C=NN(C1)C(F)(F)F